OC(CCCC=CC=CC=CC(=O)O)C(CCCCCCCC)O 11,12-Dihydroxyicosatrienoic acid